[Br-].COC(CCCC[N+]1=CC=C(C=C1)C=1C2=CC=C(N2)C(=C2C=CC(C(=C3C=CC(=C(C=4C=CC1N4)C4=CC=NC=C4)N3)C3=CC=NC=C3)=N2)C2=CC=NC=C2)=O 1-(5-methoxy-5-oxopentyl)-4-(10,15,20-tris(pyridin-4-yl)porphyrin-5-yl)pyridin-1-ium bromide